ClC=1C=C(C=C(C1)S(=O)(=O)C)NC(=O)C=1C=CC=2N(C1)C(=C(N2)CC)N(C)C N-(3-chloro-5-(methylsulfonyl)phenyl)-3-(dimethylamino)-2-ethylimidazo[1,2-a]pyridine-6-carboxamide